8-amino-N-(4-{[(1-cyclohexylpiperidin-4-yl)amino]methyl}-1,3-thiazol-2-yl)-4,4-dimethyl-4,5-dihydro-1H-pyrazolo[4,3-H]quinazoline-3-carboxamide dihydrochloride Cl.Cl.NC1=NC=2C3=C(C(CC2C=N1)(C)C)C(=NN3)C(=O)NC=3SC=C(N3)CNC3CCN(CC3)C3CCCCC3